C1C(=O)NC2=C(C=C(C=C2)[N+](=O)[O-])C(=N1)C3=CC=CC=C3 The molecule is a 1,4-benzodiazepinone that is 1,3-dihydro-2H-1,4-benzodiazepin-2-one which is substituted at positions 5 and 7 by phenyl and nitro groups, respectively. It is used as a hypnotic for the short-term management of insomnia and for the treatment of epileptic spasms in infants (West's syndrome). It has a role as an anticonvulsant, an antispasmodic drug, a GABA modulator, a sedative and a drug metabolite. It is a 1,4-benzodiazepinone and a C-nitro compound.